2,4,6-Trimethylbenzoyldiphenyl-Phosphine Oxide CC1=C(C(=O)P(C2=CC=CC=C2)(C2=CC=CC=C2)=O)C(=CC(=C1)C)C